C1(CC1)C1=NC=NC=C1C1=C(C=CC(=C1)F)N1C=C(C=2C1=CN=CC2)C(=O)C2CCN(CC2)C(=O)[C@H]2N([C@@H]1CC[C@H]2C1)C(=O)OC(C)(C)C tert-Butyl (1R,3S,4S)-3-(4-(1-(2-(4-cyclopropylpyrimidin-5-yl)-4-fluorophenyl)-1H-pyrrolo[2,3-c]pyridine-3-carbonyl)piperidine-1-carbonyl)-2-azabicyclo[2.2.1]heptane-2-carboxylate